ethyl 6-(3-bromophenyl)imidazo[1,2-a]pyrazine-2-carboxylate BrC=1C=C(C=CC1)C=1N=CC=2N(C1)C=C(N2)C(=O)OCC